FC1=CC=C(OC2=CC=C(C=N2)S(=O)(=O)N2[C@H]([C@@H]3CC[C@H](C2)N3C(=O)OC(C)C)C(NO)=O)C=C1 isopropyl (1S,2R,5R)-3-((6-(4-fluorophenoxy)-pyridin-3-yl)-sulfonyl)-2-(hydroxycarbamoyl)-3,8-diazabicyclo-[3.2.1]octane-8-carboxylate